C(=O)(OC1CCC(CC1)C(C)(C)C)OOC(=O)[O-] 4-tert-butylcyclohexyl peroxydicarbonate